4-(4-methyl-3-nitrophenoxy)cyclohexane-1-carbohydrazide CC1=C(C=C(OC2CCC(CC2)C(=O)NN)C=C1)[N+](=O)[O-]